N-(4-(((4aR,10bR)-4-propyl-3,4,4a,10b-tetrahydro-2H,5H-chromeno[4,3-b][1,4]oxazin-9-yl)oxy)butyl)-1H-indole-2-carboxamide C(CC)N1[C@H]2[C@H](OCC1)C=1C=C(C=CC1OC2)OCCCCNC(=O)C=2NC1=CC=CC=C1C2